tert-Butyl 3-(3-cyano-4-(((dimethylamino)methylene)amino)phenyl)-3-methylpyrrolidine-1-carboxylate C(#N)C=1C=C(C=CC1N=CN(C)C)C1(CN(CC1)C(=O)OC(C)(C)C)C